N-((8-hydroxy-5-isopropylquinolin-7-yl)(pyridin-3-yl)methyl)butyramide OC=1C(=CC(=C2C=CC=NC12)C(C)C)C(NC(CCC)=O)C=1C=NC=CC1